N-[(6-{[(4,4-difluoro-cyclohexyl)amino]methyl}imidazo[1,2-a]pyridin-2-yl)methyl]-4-oxo-4H-pyrido[1,2-a]pyrimidine-2-carboxamide FC1(CCC(CC1)NCC=1C=CC=2N(C1)C=C(N2)CNC(=O)C=2N=C1N(C(C2)=O)C=CC=C1)F